O[C@@H]1C[C@@H](CC[C@H]1C)NC1=NC(=NC=C1C(=O)N)N1CC(NCC1)=O 4-(((1R,3R,4R)-3-hydroxy-4-methylcyclohexyl)amino)-2-(3-oxopiperazin-1-yl)pyrimidine-5-carboxamide